1-(2,4-dihydroxyphenyl)-3-(4-methoxyphenyl)propan-1-one OC1=C(C=CC(=C1)O)C(CCC1=CC=C(C=C1)OC)=O